C12CN(CC(CCC1)N2)C2=NC(=NC1=C(C(=CC=C21)C2=CC(=CC1=CC=C(C(=C21)C#C)F)O)F)OC[C@]21CCCN1C[C@@H](C2)F 4-(4-(3,9-diazabicyclo[3.3.1]nonan-3-yl)-8-fluoro-2-(((2R,7aS)-2-fluorotetrahydro-1H-pyrrolizin-7a(5H)-yl)methoxy)quinazolin-7-yl)-5-ethynyl-6-fluoronaphthalen-2-ol